C(C1=CC=CC=C1)(=O)O[C@H](C)C1=C(C=CC(=C1)F)I (1R)-1-(5-fluoro-2-iodophenyl)ethyl benzoate